imino(2-methoxyethyl){4-[(7-methoxyquinolin-4-yl)oxy]phenyl}-λ6-sulfanone N=S(=O)(C1=CC=C(C=C1)OC1=CC=NC2=CC(=CC=C12)OC)CCOC